5-[1-[[4-[5-(Difluoromethyl)-1,3,4-oxadiazol-2-yl]-3-fluorophenyl]methyl]triazol-4-yl]-1-methylbenzimidazol-2-amine FC(C1=NN=C(O1)C1=C(C=C(C=C1)CN1N=NC(=C1)C1=CC2=C(N(C(=N2)N)C)C=C1)F)F